[SH3+].C(C1=CC=CC=C1)(=O)[O-] benzoic acid sulfonium salt